CS(=O)(=O)OCCO[C@H]1[C@H](CN(CC1)C1=NC=CC(=N1)NC=1N=CC2=C(C=CC(=C2C1)C(C)C)OC[C@H]1N(C(OC1)=O)C)F 2-(((3S,4R)-3-fluoro-1-(4-((5-isopropyl-8-(((R)-3-methyl-2-oxooxazolidin-4-yl)methoxy)isoquinolin-3-yl)amino)pyrimidin-2-yl)piperidin-4-yl)oxy)ethyl methanesulfonate